N-[5-(4-Formylphenyl)-2-methyl-1,2,4-triazol-3-yl]-N-[4-(trifluoromethoxy)phenyl]acetamid C(=O)C1=CC=C(C=C1)C=1N=C(N(N1)C)N(C(C)=O)C1=CC=C(C=C1)OC(F)(F)F